2-methyl-6-oxoheptanoic acid CC(C(=O)O)CCCC(C)=O